COCC1(C(=CC2=CC=CC=C12)C1=CC=CC=C1)COC 1,1-bis(methoxymethyl)-2-phenylindene